ClC1=CC=C(C=N1)N 6-chloropyridin-3-amine